trans-2-[4-[tert-butoxycarbonyl-[2-(methanesulfonamido)ethyl]amino]cyclohexyl]acetic acid C(C)(C)(C)OC(=O)N([C@@H]1CC[C@H](CC1)CC(=O)O)CCNS(=O)(=O)C